C(C)OC=1C=C(C=CC1OC)CCSC 1-(3-ethoxy-4-methoxyphenyl)-2-(methylthio)ethane